C1=CC=CC2=NC3=CC=CC=C3C(=C12)C(=O)N1CCN(CC1)C1=CC=C(C=C1)O Acridin-9-yl-[4-(4-hydroxy-phenyl)-piperazin-1-yl]-methanone